FC([C@@H]1N(CC1)C1=NC(=C(N2N=CN=C12)C)C=1C=NN(C1)C1CN(C1)C)(F)F 7-[(R)-2-(trifluoromethyl)-1-azetidinyl]-4-methyl-5-[1-(1-methyl-3-azetidinyl)-4-pyrazolyl]-1,3,3a,6-tetraazaindene